OC1=C(C=CC=C1)C1=CC=C(C=C1)C1=C(C=CC=C1)O 2,2''-dihydroxy-1,1':4',1''-terphenyl